C1(CCCCC1)=C1C(CCCC1)=O 2-cyclohexylidenecyclohexane-1-one